N1(CCCCCC1)S(=O)(=O)C=1C=C(C=CC1C)NC([C@@H](C)N1N=CC(=C(C1=O)Cl)Cl)=O |r| (rac)-N-(3-(azepan-1-ylsulfonyl)-4-methylphenyl)-2-(4,5-dichloro-6-oxopyridazin-1(6H)-yl)propanamide